7,8,8-trifluoro-5-iodooctanoic Acid FC(CC(CCCC(=O)O)I)C(F)F